C(CCCC=CCCC=CCC=CCCCCC)O octadeca-5,9,12-trien-1-ol